N4-(3,4-dichloro-2-fluoro-phenyl)-7-[2-[(1R,5S)-3-methyl-3-azabicyclo[3.1.0]hexan-1-yl]ethynyl]quinazoline-4,6-diamine ClC=1C(=C(C=CC1Cl)NC1=NC=NC2=CC(=C(C=C12)N)C#C[C@@]12CN(C[C@H]2C1)C)F